1'-methyl-6'-((5S)-5-methylpiperidin-2-yl)-1',4'-dihydro-2'H-spiro[cyclopropane-1,3'-quinolin]-2'-one CN1C(C2(CC3=CC(=CC=C13)C1NC[C@H](CC1)C)CC2)=O